(2-oxo-propyl)phosphonic acid bis(4-isobutylphenyl) ester C(C(C)C)C1=CC=C(C=C1)OP(OC1=CC=C(C=C1)CC(C)C)(=O)CC(C)=O